[F-].C(C)(C)(C)[NH3+] t-butylammonium fluoride